C(C)(C)(C)C=1C=C(C=C(C1O)C(C)(C)C)CCC(=O)Cl 3,5-bis(tertiary-butyl)-4-hydroxy-phenylpropionyl chloride